BrC=1C(=C(C=CC1)SCCNC(OC(C)(C)C)=O)C=O tert-Butyl 2-(3-bromo-2-formylphenylthio)ethylcarbamate